COC(=O)C1=CN=C(S1)N1CCN(CC1)S(=O)(=O)C1=C(C=CC=C1Cl)Cl 2-[4-(2,6-dichlorophenyl-sulfonyl)-1-piperazinyl]Thiazole-5-carboxylic acid methyl ester